methyl 3-(6-(pyrrolidin-1-yl)-1H-benzo[d]imidazol-2-yl)-1H-indazole-5-carboxylate N1(CCCC1)C=1C=CC2=C(NC(=N2)C2=NNC3=CC=C(C=C23)C(=O)OC)C1